N3,N3'-(5-amino-3-iminopyridine-2,6(1H,3H)-diylidene)bis{6,7-dimethyl-N2-[2-(morpholin-4-yl)ethyl]pyrazolo[1,5-a]pyridine-2,3-diamine} NC1=CC(C(NC1=NC=1C(=NN2C1C=CC(=C2C)C)NCCN2CCOCC2)=NC=2C(=NN1C2C=CC(=C1C)C)NCCN1CCOCC1)=N